2-[[6-[(4-fluoro-1,3-benzothiazol-2-yl)amino]-4,5-dimethylpyridazin-3-yl]amino]thiazole-4-carboxylic acid FC1=CC=CC2=C1N=C(S2)NC2=C(C(=C(N=N2)NC=2SC=C(N2)C(=O)O)C)C